Pyrrolidone hydrochloride Cl.N1C(CCC1)=O